3-Pyridinecarboxhydrazide N1=CC(=CC=C1)C(=O)NN